2-(2-{[5-(4-chlorophenyl)-4-ethyl-4H-1,2,4-triazol-3-yl]sulfanyl}acetamido)-4H,5H,6H-cyclopenta[b]thiophene-3-carboxamide ClC1=CC=C(C=C1)C=1N(C(=NN1)SCC(=O)NC1=C(C2=C(S1)CCC2)C(=O)N)CC